C(CCCCCCC)(=O)[O-].C[N+]1=CNC=C1 3-methyl-imidazolium octanoat